Cyclohexan-butyrat C1(CCCCC1)CCCC(=O)[O-]